C1(CC1)NC(C1=C(C=C(C=C1OC)C1=CN=C2N1C=CC(=C2)C2(CC2)C(=O)N2CCOCC2)OC(F)F)=O N-cyclopropyl-2-(difluoromethoxy)-6-methoxy-4-[7-[1-(morpholine-4-carbonyl)cyclopropyl]imidazo[1,2-a]pyridin-3-yl]benzamide